FC(C(=O)O)(F)F.FC(OC=1C=C(C=CC1F)C=1C=C(C=NC1)CN1CC2(CNC2)OC1=O)F 6-[[5-[3-(Difluoromethoxy)-4-fluoro-phenyl]-3-pyridyl]methyl]-8-oxa-2,6-diazaspiro[3.4]octan-7-one Trifluoroacetate Salt